bis(3-(triethoxysilyl)-propyl) trisulfide C(C)O[Si](CCCSSSCCC[Si](OCC)(OCC)OCC)(OCC)OCC